NC1=C(C=C(N=N1)C1=C(C=CC=C1)O)N1CC2CCC(C1)N2C2=CC(=NC=C2)C#CCN2CCCC1(C(C1)(F)F)CC2 2-[6-amino-5-[8-[2-[3-(2,2-difluoro-7-azaspiro[2.6]nonan-7-yl)prop-1-ynyl]-4-pyridinyl]-3,8-diazabicyclo[3.2.1]oct-3-yl]pyridazin-3-yl]phenol